n-propyl-vinylether C(CC)OC=C